N(=NC(C#N)(C(CC)C)C)C(C#N)(C(CC)C)C 2,2'-azobis(dimethylpentanenitrile)